NC=1C=CC(=C2CN(C(C12)=O)CC(=C)C=1C=CC(=NC1)C(=O)N)C=1C=C2C(=NNC2=CC1)C=1SC=CC1 5-(3-{7-amino-1-oxo-4-[3-(thiophen-2-yl)-1H-indazol-5-yl]-2,3-dihydro-1H-isoindol-2-yl}prop-1-en-2-yl)pyridine-2-carboxamide